[Ca+2].[N-](S(=O)(=O)C(F)(F)F)S(=O)(=O)C(F)(F)F.[Ca+2].[N-](S(=O)(=O)C(F)(F)F)S(=O)(=O)C(F)(F)F.[N-](S(=O)(=O)C(F)(F)F)S(=O)(=O)C(F)(F)F.[N-](S(=O)(=O)C(F)(F)F)S(=O)(=O)C(F)(F)F calcium bistriflimide calcium